S1C=CC2=C1C=CC=N2 pyridothiophene